The molecule is an indoleacetic acid amide conjugate obtained by formal condensation of the carboxy group of indole-3-acetic acid with the amino group of valine. It has a role as a plant metabolite. It is an indoleacetic acid amide conjugate and a valine derivative. It derives from an indole-3-acetic acid. CC(C)C(C(=O)O)NC(=O)CC1=CNC2=CC=CC=C21